COCC1(CCN(CC1)C1=C(N)C=CC=C1)C(F)(F)F 2-[4-(methoxymethyl)-4-(trifluoromethyl)piperidin-1-yl]aniline